tert-butyl (R)-3-(2-((tert-butyldiphenylsilyl)oxy)ethyl)-4-(4-chloro-2-fluoro-5-nitrobenzoyl)piperazine-1-carboxylate [Si](C1=CC=CC=C1)(C1=CC=CC=C1)(C(C)(C)C)OCC[C@@H]1CN(CCN1C(C1=C(C=C(C(=C1)[N+](=O)[O-])Cl)F)=O)C(=O)OC(C)(C)C